(S)-8-(5-chloro-3-fluoro-pyridin-2-yl)-N-methyl-6,9-dioxo-5-(1-(4-(trifluoromethyl)phenyl)-ethyl)-2,5,8-triazaspiro-[3.5]nonane-2-carboxamide ClC=1C=C(C(=NC1)N1CC(N(C2(CN(C2)C(=O)NC)C1=O)[C@@H](C)C1=CC=C(C=C1)C(F)(F)F)=O)F